(S)-2-(1-amino-6-fluoro-1,3-dihydrospiro[indene-2,4'-piperidin]-1'-yl)-5-(indolin-1-yl)-3-methyl-3,7-dihydro-4H-pyrrolo[2,3-d]pyrimidin-4-one N[C@@H]1C2=CC(=CC=C2CC12CCN(CC2)C=2N(C(C1=C(N2)NC=C1N1CCC2=CC=CC=C12)=O)C)F